ONC(C1=CC(=CC=C1)NC1=NC2=C(N1)C=C(C(=C2)C(F)(F)F)C2=CC=C1C=NN(C1=C2)C)=O N-hydroxy-3-((6-(1-methyl-1H-indazol-6-yl)-5-(trifluoromethyl)-1H-benzo[d]imidazol-2-yl)amino)benzamide